ClC1=C(C(=CC=C1Cl)O)C1=CC=2N(C=C1)C=C(N2)CN2CCC(CC2)O 1-((7-(2,3-dichloro-6-hydroxyphenyl)imidazo[1,2-a]pyridin-2-yl)methyl)piperidin-4-ol